1,1,1-trifluoro-2-(1-tosyl-4,5,6,7-tetrahydro-1H-indol-6-yl)propan-2-ol FC(C(C)(O)C1CCC=2C=CN(C2C1)S(=O)(=O)C1=CC=C(C)C=C1)(F)F